2,3-dioxoindoline-5-carboxylic acid O=C1NC2=CC=C(C=C2C1=O)C(=O)O